CC1(C(C1C=C(Br)Br)C(=O)ON(C=1C=C(C(=O)N)C=CC1)C(C1=CC=C(C=C1)F)=O)C 3-(((2,2-dimethyl-3-(2,2-dibromovinyl)cyclopropane-1-carbonyl)oxy)(4-fluorobenzoyl)amino)benzamide